12-hydroxy-1-dodecanoic acid, ethyl ester OCCCCCCCCCCCC(=O)OCC